4-(1-benzyl-1H-indole-3-carboxamido)benzoic acid C(C1=CC=CC=C1)N1C=C(C2=CC=CC=C12)C(=O)NC1=CC=C(C(=O)O)C=C1